2-(tert-butoxycarbonylamino)-5-methoxy-5-oxo-pentanoic acid C(C)(C)(C)OC(=O)NC(C(=O)O)CCC(=O)OC